6-(3-isopropyl-5-((1-isopropylazetidin-3-yl)methyl)-1H-indol-2-yl)-7,8-dimethyl-[1,2,4]triazolo[1,5-a]pyridine C(C)(C)C1=C(NC2=CC=C(C=C12)CC1CN(C1)C(C)C)C=1C(=C(C=2N(C1)N=CN2)C)C